4-bromo-6-chloro-3,5-dimethyl-1-(tetrahydro-2H-pyran-2-yl)-1H-indazole BrC1=C2C(=NN(C2=CC(=C1C)Cl)C1OCCCC1)C